(S)-3-(benzyloxy)-6-bromo-N-(4-(chlorodifluoromethoxy)phenyl)-3,4-dihydro-2H-benzo[4,5]imidazo[2,1-b][1,3]oxazine-8-carboxamide C(C1=CC=CC=C1)O[C@H]1CN2C(OC1)=NC1=C2C(=CC(=C1)C(=O)NC1=CC=C(C=C1)OC(F)(F)Cl)Br